N[C@@H](C)C=1N(C(C2=C(C(=CC=C2C1)F)C#CC=1C=NN(C1)C)=O)C1=CC=CC=C1 (S)-3-(1-aminoethyl)-7-fluoro-8-((1-methyl-1H-pyrazol-4-yl)ethynyl)-2-phenylisoquinolin-1(2H)-one